(8-fluoro-3,4-dihydro-3-hydroxymethyl-1(2H)-quinolinyl)(6-(1-pyrrolidinyl)-2-pyrazinyl)methanone FC=1C=CC=C2CC(CN(C12)C(=O)C1=NC(=CN=C1)N1CCCC1)CO